2-Amino-4-bromo-3-fluoro-5-(trifluoromethyl)benzoic acid NC1=C(C(=O)O)C=C(C(=C1F)Br)C(F)(F)F